hydroxyethyl-N,N-dimethyl-ammonium chloride [Cl-].OCC[NH+](C)C